FC=1C=C(C=C(C1)C=1C=NC=CC1)[C@@H]1N(OCC1)C1=CC(=NC=N1)NC=1C(=CC(=C(C1)NC(C=C)=O)N1CCN(CC1)C)OC (R)-N-(5-((6-(3-(3-fluoro-5-(pyridin-3-yl)phenyl)isoxazolidin-2-yl)pyrimidin-4-yl)amino)-4-methoxy-2-(4-methylpiperazin-1-yl)phenyl)acrylamide